C(CCl)OCCCl 2,2'-dichloroethyl ether